(S)-N-benzyl-2-chloro-N-(1,1-difluoro-3-hydroxypropan-2-yl)acetamide tert-butyl-3-hydroxyazetidine-1-carboxylate C(C)(C)(C)OC(=O)N1CC(C1)O.C(C1=CC=CC=C1)N(C(CCl)=O)[C@H](C(F)F)CO